ClC=1C(=NC(=NC1)NC=1C(=NN(C1)C1CCN(CC1)C)C)NCCCN1CCOCCC1=O 4-(3-((5-Chloro-2-((3-methyl-1-(1-methylpiperidin-4-yl)-1H-pyrazol-4-yl)amino)pyrimidin-4-yl)amino)propyl)-1,4-oxazepan-5-on